tert-butyl (E)-(4-((4-carbamoyl-2-methyl-6-nitrophenyl)amino)but-2-en-1-yl)carbamate C(N)(=O)C1=CC(=C(C(=C1)[N+](=O)[O-])NC/C=C/CNC(OC(C)(C)C)=O)C